ClC1=C(C(=NC=C1C(=O)OC)O)F methyl 4-chloro-5-fluoro-6-hydroxynicotinate